3-fluoro-N2-isopropylpyridine-2,5-dicarboxamide FC=1C(=NC=C(C1)C(=O)N)C(=O)NC(C)C